tertbutyl 3-[2-[6-[2-cyano-3-[[ethyl(methyl)sulfamoyl]amino]-6-fluoro-phenoxy]-4-oxo-quinazolin-3-yl]-7-azaspiro[3.5]nonan-7-yl]-1-oxa-8-azaspiro[4.5]decane-8-carboxylate C(#N)C1=C(OC=2C=C3C(N(C=NC3=CC2)C2CC3(C2)CCN(CC3)C3COC2(C3)CCN(CC2)C(=O)OC(C)(C)C)=O)C(=CC=C1NS(N(C)CC)(=O)=O)F